(2R,5S,8S,9s,10S,13S,14S)-2-azido-10,13-dimethyltetradecahydro-1H-cyclopenta[a]phenanthren-3(2H)-one N(=[N+]=[N-])[C@@H]1C[C@@]2([C@H]3CC[C@@]4(CCC[C@H]4[C@@H]3CC[C@H]2CC1=O)C)C